7'H-spiro[cyclohexane-1,5'-furo[3,4-b]pyridine]-4-carboxamide N1=C2C(=CC=C1)C1(OC2)CCC(CC1)C(=O)N